5-(chloromethyl)-2-(4-cyclopropyl-6-methoxy-pyrimidin-5-yl)-N-[[5-methyl-2-(trifluoromethyl)-6,7-dihydro-5H-imidazo[2,1-a][2]benzazepin-9-yl]methyl]pyrimidin-4-amine ClCC=1C(=NC(=NC1)C=1C(=NC=NC1OC)C1CC1)NCC=1C=CC2=C(CCC(N3C2=NC(=C3)C(F)(F)F)C)C1